C(C)NC1=CC=CN=N1 6-(ethylamino)pyridazin